CC=1N(C(C=C(C1C(=O)O)C)=O)C1=CC=CC=C1 2,4-dimethyl-6-oxo-1-phenyl-1,6-dihydropyridine-3-carboxylic acid